FC(F)C1=NC(=NC2=C(C=CC=C12)N1CC2(C1)CN(C2)S(=O)(=O)C)NC=2C=C1CN(CC1=CC2)C (difluoromethyl)-N-(2-methylisoindolin-5-yl)-8-(6-(methylsulfonyl)-2,6-diazaspiro[3.3]hept-2-yl)quinazolin-2-amine